C(CCCCCC(=O)[O-])(=O)OCC(COC(CCC(OCCCCCCCC)OCCCCCCCC)=O)CO 1-(3-((4,4-bis(octyloxy) butanoyl) oxy)-2-(hydroxymethyl) propyl) pimelate